FC(OC1=C(C=CC(=C1)F)[C@H]1[C@H](O[C@](C1)(C(F)(F)F)C)C(=O)NC1=CC(=NC=C1)C(=O)N)F (2S,3S,5R)-4-[[3-[2-(Difluoromethoxy)-4-fluoro-phenyl]-5-methyl-5-(trifluoromethyl)tetrahydrofuran-2-carbonyl]amino]pyridin-2-carboxamid